NCC1=NNC(C2=CC=C(C=C12)C=1C=NC(=CC1)C)=O 4-(aminomethyl)-6-(6-methylpyridin-3-yl)phthalazin-1(2H)-one